bis(oxiranylmethyl) phenyl phosphate P(=O)(OCC1OC1)(OCC1OC1)OC1=CC=CC=C1